BrC1=CC2=C(NC(=N2)NC=2C=C(C(=O)NO)C=CC2)C=C1C 3-((5-bromo-6-methyl-1H-benzo[d]imidazol-2-yl)amino)-N-hydroxybenzamide